C(CCCC)N(C(N(CCCCC)CCCCC)=O)CCCCC tetrapentylurea